BrC=1C=CC(=NC1)N1C[C@@H]2[C@H](C1)CC(C2)(C)NC(C2=NC=CC=C2Cl)=O N-((3aR,5s,6aS)-2-(5-bromopyridin-2-yl)-5-methyloctahydrocyclopenta[c]pyrrol-5-yl)-3-chloropicolinamide